C1N(CCC2=CC=CC=C12)CC(CNC(=O)C1=CC=2CN(CCC2O1)C)O N-(3-(3,4-dihydroisoquinolin-2(1H)-yl)-2-hydroxypropyl)-5-methyl-4,5,6,7-tetrahydrofuro[3,2-c]pyridine-2-carboxamide